C(C)(C)(C)C=1C=C(CN2N=CC(=C2)B2OC(C(O2)(C)C)(C)C)C=C(C1)C(C)(C)C 1-(3,5-di-tert-butylbenzyl)-4-(4,4,5,5-tetramethyl-1,3,2-dioxaborolan-2-yl)-1H-pyrazole